4-((1S,3S)-3-(1-isopropyl-3-(6-(trifluoromethyl)pyridin-3-yl)-1H-1,2,4-triazol-5-yl)cyclopentyl)-1,4-oxaazepane C(C)(C)N1N=C(N=C1[C@@H]1C[C@H](CC1)N1CCOCCC1)C=1C=NC(=CC1)C(F)(F)F